C(=O)([O-])[C@H](O)[C@@H](O)C(=O)[O-].[Pt+2] platinum(II) L(+)-tartrate